silver-gold-silver [Ag].[Au].[Ag]